ClC=1C=CC(=C(C1)[C@H](CCN(C(C(=O)O)C1=C(C(=CC=C1)C)C1CCC(CC1)OC1(CC1)C)C)CCN1CC(CC1)(C)C)C 2-(((S)-3-(5-chloro-2-methylphenyl)-5-(3,3-dimethylpyrrolidin-1-yl)pentyl)(methyl)amino)-2-(3-methyl-2-((1r,4S)-4-(1-methylcyclopropoxy)cyclohexyl)phenyl)acetic acid